trans-4-(((trans-4-(3-Cyano-4-methoxyphenyl)cyclohexyl) methyl)(3-(2-cyclopropyloxazol-4-yl)phenyl)carbamoyl)cyclohexyl methylcarbamate CNC(O[C@@H]1CC[C@H](CC1)C(N(C1=CC(=CC=C1)C=1N=C(OC1)C1CC1)C[C@@H]1CC[C@H](CC1)C1=CC(=C(C=C1)OC)C#N)=O)=O